C(#N)C(C)(C)C1=CC(=C(C(=C1)F)S(=O)(=O)Cl)F 4-(1-cyano-1-methyl-ethyl)-2,6-difluoro-benzenesulfonyl chloride